2-(6-{2-azaspiro[3.3]hept-6-yl}-5-cyclobutylpyrrolo[3,2-c]pyridazin-3-yl)phenol C1NCC12CC(C2)C2=CC=1N=NC(=CC1N2C2CCC2)C2=C(C=CC=C2)O